NC=1C=2N(C=CN1)C(=NC2C2=CC(=C(C=C2)NC(=O)NC2=CC(=NN2C2=CC=C(C=C2)F)C2(CC2)C(F)(F)F)F)C2CC2 1-(4-(8-amino-3-cyclopropylimidazo[1,5-a]pyrazin-1-yl)-2-fluorophenyl)-3-(1-(4-fluorophenyl)-3-(1-(trifluoromethyl)cyclopropyl)-1H-pyrazol-5-yl)urea